3-Chloro-5-{6-[2-(4-chloro-7-fluoro-2-methyl-indol-1-yl)-ethylamino]-pyrimidin-4-yl}-thiophen ClC1=CSC(=C1)C1=NC=NC(=C1)NCCN1C(=CC2=C(C=CC(=C12)F)Cl)C